C6-butyloctanoate C(CCC)C(CCCCC(=O)[O-])CC